8-methyl-6-[1-(tetrahydro-pyran-4-yl)-ethoxy]-2-thieno[2,3-c]pyridin-5-yl-3H-quinazolin-4-one CC=1C=C(C=C2C(NC(=NC12)C=1C=C2C(=CN1)SC=C2)=O)OC(C)C2CCOCC2